FC=1C=C(C(=C(C1)NC1=CC=CC=C1)C)N 5-fluoro-2-methyl-N1-phenylbenzene-1,3-diamine